C(C1=CC=CC=C1)N1N=NC2=C1C=CC(=C2)C2=NN(C(=C2)C2=CC(=CC=C2)C)CC2=CC=C(C(=O)NO)C=C2 4-{[3-(1-benzyl-1H-benzo[d][1,2,3]triazol-5-yl)-5-(3-methylphenyl)-1H-pyrazol-1-yl]methyl}-N-hydroxybenzamide